N-(6-cyano-2-methoxy-3-pyridyl)-5-methyl-3-phenyl-isoxazole-4-carboxamide C(#N)C1=CC=C(C(=N1)OC)NC(=O)C=1C(=NOC1C)C1=CC=CC=C1